C(CCCC#C)NC(NC1=CC(=C(O[C@@H]2[C@H]([C@H]([C@@H]([C@H](O2)CCP(O)(O)=O)O)O)O)C=C1)O)=O (2-((2R,3S,4S,5S,6R)-6-(4-(3-(hex-5-yn-1-yl)ureido)-2-hydroxyphenoxy)-3,4,5-trihydroxytetrahydro-2H-pyran-2-yl)ethyl)phosphonic acid